12-pentadecenyl acetate C(C)(=O)OCCCCCCCCCCCC=CCC